tert-butyl 4-(6-(2-(2,6-dioxopiperidin-3-yl)-1-oxoisoindolin-5-yl)-2,6-diazaspiro[3.3]heptan-2-yl)piperidine-1-carboxylate O=C1NC(CCC1N1C(C2=CC=C(C=C2C1)N1CC2(CN(C2)C2CCN(CC2)C(=O)OC(C)(C)C)C1)=O)=O